Methyl 2,3-difluorobenzoate FC1=C(C(=O)OC)C=CC=C1F